1-[4-methyl-6-(trifluoromethyl)-3-pyridyl]-3-[(1S)-1-(2-pyrimidin-2-yl-1,2,4-triazol-3-yl)ethyl]urea CC1=C(C=NC(=C1)C(F)(F)F)NC(=O)N[C@@H](C)C=1N(N=CN1)C1=NC=CC=N1